C(\C=C/C)[Si](Cl)(Cl)Cl (Z)-2-butenyl-trichlorosilane